6-chloro-1H-pyrazolo{3,4-b}pyrazine ClC1=CN=C2C(=N1)NN=C2